NC1=CC=C(C=C1)C(CNC(C)=O)C N-[2-(4-aminophenyl)propyl]acetamide